Palmitaldehyde C(CCCCCCCCCCCCCCC)=O